Cl.FC1=CC(=C(C(=O)NC2=C(C=C(C=C2)S(N[C@H](C)C2CCNCC2)(=O)=O)C)C=C1)C (R)-4-fluoro-2-methyl-N-(2-methyl-4-(N-(1-(piperidin-4-yl)ethyl)sulfamoyl)phenyl)benzamide hydrochloride